C(C)N(C)[Ta+](NC(C)(C)C)(N(CC)C)N(CC)C tris(ethylmethylamino)(t-butylamino)tantalum (V)